CN(CCC=O)CC1OCCC1 3-[METHYL(OXOLAN-2-YLMETHYL)AMINO]PROPANAL